C(C)(C)(C)C1CCC2=C(SC(=C2C(=O)O)NC(=O)C2C(CCCC2)C(=O)O)C1 6-(tert-butyl)-2-(2-carboxycyclohexane-1-carboxamido)-4,5,6,7-tetrahydrobenzo[b]Thiophene-3-carboxylic acid